ClC=1C(=CC2=C(N(C(N=C2N2[C@H](CN(CC2)C(=O)OC(C)(C)C)C)=O)C=2C(=NC=CC2OC)C(C)C)N1)F tert-butyl (S)-4-(7-chloro-6-fluoro-1-(2-isopropyl-4-methoxypyridin-3-yl)-2-oxo-1,2-dihydropyrido[2,3-d]pyrimidin-4-yl)-3-methylpiperazine-1-carboxylate